tert-butyl (4R)-4-((4-bromothiazol-2-yl)(hydroxy)methyl)-2,2-dimethyloxazolidine-3-carboxylate BrC=1N=C(SC1)C([C@@H]1N(C(OC1)(C)C)C(=O)OC(C)(C)C)O